S1[C@]2(NCC1)CCCN1CCOC3CCCCC3C3CCC(OC[C@H]12)CC3 |o1:1,24| rel-(1s,15R,16S,19s)-8,18-dioxa-11-azaspiro[tetracyclo-[17.2.2.02,7.011,16]tricosane-15,2'-[1,3]thiazolidine]